NC1=NC=2C=C(C(=CC2C2=C1COC2)C(=O)N(CC2=NC=C(C=C2)C(F)(F)F)CC)Cl 4-amino-7-chloro-N-ethyl-N-((5-(trifluoromethyl)-2-pyridinyl)methyl)-1,3-dihydrofuro[3,4-c]quinoline-8-carboxamide